2-[1-[tert-butyl(dimethyl)silyl]oxyvinyl]-3,5-dimethoxy-phenol [Si](C)(C)(C(C)(C)C)OC(=C)C1=C(C=C(C=C1OC)OC)O